CN1CCN(CC1)C1=CC=C(C=C1)C1(NC=CC(=N1)NC=1SC(=CN1)C)N 2-(4-(4-methylpiperazin-1-yl)phenyl)-N4-(5-methylthiazol-2-yl)pyrimidine-2,4-diamine